6-bromo-3,3-difluoro-2H-benzofuran BrC1=CC2=C(C(CO2)(F)F)C=C1